N-methyl-N-(2-((2-(methyl-(nonyl)amino)ethyl)disulfanyl)ethyl)octadecan-1-amine CN(CCCCCCCCCCCCCCCCCC)CCSSCCN(CCCCCCCCC)C